2-methyl-4-[4-(trifluoromethyl)phenyl]-pyrazolo[4,3-b]indole CN1N=C2C(N(C=3C=CC=CC23)C2=CC=C(C=C2)C(F)(F)F)=C1